C(C)(C)(C)OC(=O)N=[S@@](=O)(C=1C(=NC(=CC1)C)O[C@H]1C[C@H](CCC1)CCO)N1[C@@H](CCC1)C(=O)OC methyl ((S)-N-(tert-butoxycarbonyl)-2-(((1R,3R)-3-(2-hydroxyethyl)cyclohexyl)oxy)-6-methylpyridine-3-sulfonimidoyl)-L-prolinate